methoxy-1,1-bis-(4-methylphenyl)-urea CONC(N(C1=CC=C(C=C1)C)C1=CC=C(C=C1)C)=O